4-(((2-hydroxyethyl)amino)methyl)-N-(3'-(2-(((2-hydroxyethyl)amino)methyl)-[1,2,4]triazolo[1,5-a]pyridin-7-yl)-2,2'-dimethyl-[1,1'-biphenyl]-3-yl)benzamide OCCNCC1=CC=C(C(=O)NC=2C(=C(C=CC2)C2=C(C(=CC=C2)C2=CC=3N(C=C2)N=C(N3)CNCCO)C)C)C=C1